diisooctyl sulfosuccinate sodium salt [Na+].S(=O)(=O)([O-])C(C(=O)OCCCCCC(C)C)CC(=O)OCCCCCC(C)C